ClC=1C=C2C(=CN=C(C2=CN1)N(C)C)C(C)C 6-chloro-N,N-dimethyl-4-(propan-2-yl)-2,7-naphthyridin-1-amine